ClC1=C(C=CC(=C1)OC(F)(F)F)[C@H]1[C@@H](O[C@](C1)(C(F)(F)F)C)C(=O)NC=1C=NC(=CC1)[C@H](CO)O |o1:12,13,15,31| rel-(2R,3S,5R)-3-(2-chloro-4-(trifluoromethoxy)phenyl)-N-(6-((R*)-1,2-dihydroxyethyl)pyridin-3-yl)-5-methyl-5-(trifluoromethyl)tetrahydrofuran-2-carboxamide